NC=1C=CC(=NC1C(N)=O)OC1CC2CCC(C1)N2C(=O)OC(C)(C)C tert-Butyl endo-3-((5-amino-6-carbamoylpyridin-2-yl)oxy)-8-azabicyclo[3.2.1]octane-8-carboxylate